iminophosphorus N=[P]